2-fluoro-benzoic acid FC1=C(C(=O)O)C=CC=C1